[Al+2].P(=O)(O)(O)CN(CCN(CCN(CP(=O)(O)O)CP(=O)(O)O)CP([O-])([O-])=O)CP(=O)(O)O [bis[2-[bis(phosphonomethyl)amino]ethyl]amino]methylphosphonic acid monoaluminum salt